3-(6-((1-(4-(difluoromethyl)phenyl)-4-methyl-1H-1,2,3-triazol-5-yl)methoxy)pyridazin-3-yl)oxazolidin-2-one FC(C1=CC=C(C=C1)N1N=NC(=C1COC1=CC=C(N=N1)N1C(OCC1)=O)C)F